3-[(3-chloro-2-methoxyphenyl)thiocarbamoyl]-4-hydroxy-2-oxo-5,6-dihydropyridine-1-carboxylic acid tert-butyl ester C(C)(C)(C)OC(=O)N1C(C(=C(CC1)O)C(NC1=C(C(=CC=C1)Cl)OC)=S)=O